(2S)-2-(4,4-difluoro-3-(6-oxo-1,6-dihydropyridin-3-yl)piperidin-1-yl)-N-(5-(3,5-difluorophenyl)-6,7-dihydro-5H-pyrrolo[1,2-a]imidazol-2-yl)propanamide FC1(C(CN(CC1)[C@H](C(=O)NC=1N=C2N(C1)C(CC2)C2=CC(=CC(=C2)F)F)C)C2=CNC(C=C2)=O)F